3-Bromo-5-methylthiophene-2-sulfonamide BrC1=C(SC(=C1)C)S(=O)(=O)N